C(CCCCC)OC[Si](OC)(OC)OC n-hexoxymethyl-trimethoxysilane